O[C@@H]1CC(C[C@@H]1O)NC(=O)C1NCCC(C1)CCC1=CC=CC=C1 N-((1s,3R,4S)-3,4-dihydroxycyclopentyl)-4-phenethylpiperidine-2-carboxamide